β,ε-diaminoheptanoic acid NC(CC(=O)O)CCC(C)N